trans-tert-butyl N-[4-[N-Cyclopropyl-4-fluoro-2-(2-trimethylsilylethoxymethoxy) anilino]cyclohexyl]-N-methyl-carbamate C1(CC1)N(C1=C(C=C(C=C1)F)OCOCC[Si](C)(C)C)[C@@H]1CC[C@H](CC1)N(C(OC(C)(C)C)=O)C